Methyl 2-(tert-butoxycarbonylamino)-3-(6-methyl-2-oxo-3,4-dihydro-1H-quinolin-3-yl)propanoate C(C)(C)(C)OC(=O)NC(C(=O)OC)CC1C(NC2=CC=C(C=C2C1)C)=O